O[C@H]1[C@H]2CN([C@@H](C1)C2)C(=O)OCC2=CC=CC=C2 Benzyl (1R,4R,5R)-5-hydroxy-2-azabicyclo[2.2.1]heptane-2-carboxylate